N[C@@](C(=O)O)(CCCCB(O)O)C1CC(C1)NCC1=CC=C(C=C1)C1=CC=C(C=C1)C(F)(F)F (S)-2-amino-6-borono-2-((1S,3R)-3-((4'-(trifluoromethyl)biphenyl-4-yl)methylamino)cyclobutyl)hexanoic acid